N1CC(C1)OC1CCN(CC1)CC(=O)N[C@H](C(=O)N1[C@@H](C[C@H](C1)O)C(=O)N[C@@H](C)C1=CC=C(C=C1)C1=C(N=CS1)C)C(C)(C)C (2S,4R)-1-[(2S)-2-[[2-[4-(azetidin-3-yloxy)-1-piperidyl]acetyl]amino]-3,3-dimethyl-butanoyl]-4-hydroxy-N-[(1S)-1-[4-(4-methylthiazol-5-yl)phenyl]ethyl]pyrrolidine-2-carboxamide